4-(aminomethyl)-6-(5-(8-cyclopropoxyimidazo[1,5-a]pyridin-5-yl)-1-methyl-1H-pyrazol-4-yl)phthalazin-1(2H)-one NCC1=NNC(C2=CC=C(C=C12)C=1C=NN(C1C1=CC=C(C=2N1C=NC2)OC2CC2)C)=O